CN(C(=O)NC1CCC(CC1)C)C1=CC=2OC(C(=CC2S1)C(=O)O)=O 2-(1-methyl-3-((1r,4r)-4-methylcyclohexyl)ureido)-5-oxo-5H-thieno[3,2-b]pyran-6-carboxylic acid